(3-((2-chloro-5-(trifluoromethyl)pyridin-4-yl)amino)propyl)cyclobutanecarboxamide ClC1=NC=C(C(=C1)NCCCC1(CCC1)C(=O)N)C(F)(F)F